2,2'-azobis(propane-2-carboxamidine) dihydrochloride Cl.Cl.N(=NC(C)(C)C(=N)N)C(C)(C)C(=N)N